CN(CCNC(OC1=CC=C(C=C1)C1=C(C=C2C(=N1)N(N=C2NC(=O)C=2C=NSC2)CCCC(C)C)Cl)=O)C 4-(5-chloro-3-(isothiazole-4-carboxamido)-1-(4-methylpentyl)-1H-pyrazolo[3,4-b]pyridin-6-yl)phenyl (2-(dimethylamino)ethyl)carbamate